3,5-DIMETHYLOCT-5-EN-4-OL CC(CC)C(C(=CCC)C)O